(S)-3-((6-(5-cyano-6-methoxy-3-pyridinyl)-4-pyrido[3,2-d]pyrimidinyl)amino)pyrrolidine-1-carboxylic acid tert-butyl ester C(C)(C)(C)OC(=O)N1C[C@H](CC1)NC=1C2=C(N=CN1)C=CC(=N2)C=2C=NC(=C(C2)C#N)OC